OC=1C=C(C=CC1O)C1OC2=CC(=CC(=C2CC1OC1(OC=2C=C(C=C(C2C(C1O)O)O)O)C1=CC=C(C=C1)O)O)O 2-[[2-(3,4-dihydroxyphenyl)-5,7-dihydroxy-3,4-dihydro-2H-chromen-3-yl]oxy]-2-(4-hydroxyphenyl)-3,4-dihydrochromene-3,4,5,7-tetrol